N-((1-(2-fluoro-4-(trifluoromethyl)phenyl)isoquinolin-3-yl)methyl)acrylamide FC1=C(C=CC(=C1)C(F)(F)F)C1=NC(=CC2=CC=CC=C12)CNC(C=C)=O